(S)-2-(1-cyclopropyl-3-methyl-4-oxo-1,4-dihydro-5H-pyrrolo[2,3-d]pyridazin-5-yl)-N-(1-(3-fluoro-4-methylphenyl)ethyl)acetamide C1(CC1)N1C=C(C2=C1C=NN(C2=O)CC(=O)N[C@@H](C)C2=CC(=C(C=C2)C)F)C